N1=CC(=CC=C1)[C@@H]1[C@H](CNC1)C(=O)O (3R,4S)-4-(3-pyridyl)pyrrolidine-3-carboxylic acid